stannous fluoride [Sn](F)F